ClC=1C(=NC(=NC1)NC1=NC(=NC=C1)C)C1=CC=C2CN(C(C2=C1)=O)[C@@H](C(=O)N[C@H](CO)C1=CC(=CC(=C1)C)F)C (2R)-2-(6-{5-chloro-2-[(2-methylpyrimidin-4-yl)amino]pyrimidin-4-yl}-1-oxo-2,3-dihydro-1H-isoindol-2-yl)-N-[(1S)-1-(3-fluoro-5-methylphenyl)-2-hydroxyethyl]propionamide